NC1=NC(=C2N(C(N(C2=N1)[C@H]1CN(CC1)C(C#CC)=O)=O)C1=CC=C(C=C1)NC(C1=CC=CC=C1)=O)N (R)-N-(4-(2,6-diamino-9-(1-(but-2-ynoyl)pyrrolidin-3-yl)-8-oxo-8,9-dihydro-7H-purin-7-yl)phenyl)benzamide